CCC(=O)OCC=C allyl n-propionate